prop-2-enyl 3-cyclohexyl-propanoate (allyl cyclohexyl propionate) C(C=C)C(C(=O)O)(C)C1CCCCC1.C1(CCCCC1)CCC(=O)OCC=C